butoxy-1-propyl benzoate C(C1=CC=CC=C1)(=O)OCCCOCCCC